2-ethoxy-4-((4-(piperazin-1-ylmethyl)phenyl)amino)pyrimido[4,5-d]pyridazin-5(6H)-one hydrochloride Cl.C(C)OC=1N=C(C2=C(C=NNC2=O)N1)NC1=CC=C(C=C1)CN1CCNCC1